Cl.N[C@H](CC(=O)O)CC=1N=NN(N1)C1=C(C=C(C=C1)OC1=NC=C(C=C1F)Cl)F (S)-3-amino-4-(2-(4-((5-chloro-3-fluoropyridin-2-yl)oxy)-2-fluorophenyl)-2H-tetrazol-5-yl)butanoic acid hydrochloride